C(C1=CC=CC=C1)(=O)O.CCCCCCCCCCCC.CCCCCCCCCCCC.CCCCCCCCCCCC tridodecane benzoate